NC1=NC2=CC=C(C=C2C=N1)C=1C(=C(C=CC1F)NS(=O)(=O)C1=C(C=CC(=C1)F)OC)F N-(3-(2-aminoquinazolin-6-yl)-2,4-difluorophenyl)-5-fluoro-2-methoxybenzenesulfonamide